4-(2-trifluoromethylphenyl)-4-azido-2-butanone FC(C1=C(C=CC=C1)C(CC(C)=O)N=[N+]=[N-])(F)F